C(C)(C)(C)OC(=O)N1CCN(CC1)C1=CN=C2N1N=CC(=C2)C=2C=NN(C2)C.OC2CN(CCC2)CC(=O)NC2=CC=C(C=C2)OC2CC(C2)N2CCCCC2 2-(3-hydroxypiperidin-1-yl)-N-(4-(3-(piperidin-1-yl)cyclobutoxy)phenyl)acetamide tert-butyl-4-(7-(1-methyl-1H-pyrazol-4-yl)imidazo[1,2-b]pyridazin-3-yl)piperazine-1-carboxylate